FC1=C(C(=CC=C1N1C=CC=C1)F)[Ti]C1=C(C(=CC=C1F)N1C=CC=C1)F bis[2,6-difluoro-3-(1H-pyrrole-1-yl)-phenyl]titanium